2-(heptyloxy)-6,8-dioctyl-N-phenyl-1,2,3,5,6,7-hexahydropyrrolo[3,4-f]isoindol-4-amine C(CCCCCC)ON1CC=2C(=C3CN(CC3=C(C2C1)NC1=CC=CC=C1)CCCCCCCC)CCCCCCCC